tert-butyl (S)-((1-allyl-2-oxocyclopent-3-en-1-yl)methyl)carbamate C(C=C)[C@@]1(C(C=CC1)=O)CNC(OC(C)(C)C)=O